2-(3,5-dichloro-4-(2-fluoro-4-hydroxy-3-isopropylbenzyl)benzyl)-N-methylacrylamide ClC=1C=C(CC(C(=O)NC)=C)C=C(C1CC1=C(C(=C(C=C1)O)C(C)C)F)Cl